3-[(4-methylphenyl)sulfonyl]prop-2-enoic acid methyl ester COC(C=CS(=O)(=O)C1=CC=C(C=C1)C)=O